3-methoxy-N-methyl-4-{[3-(4-{[(1R,4R)-4-(morpholin-4-yl)cyclohexyl]amino}-1-(2,2,2-trifluoroethyl)-1H-indol-2-yl)prop-2-yn-1-yl]amino}benzene-1-sulfonamide COC=1C=C(C=CC1NCC#CC=1N(C2=CC=CC(=C2C1)NC1CCC(CC1)N1CCOCC1)CC(F)(F)F)S(=O)(=O)NC